FC1=CCCS(O1)(=O)=O 6-fluoro-3,4-dihydrooxathiine 2,2-dioxide